[4-(4-aminophenoxy)phenyl]-1,1,1,3,3,3-hexafluoropropane NC1=CC=C(OC2=CC=C(C=C2)C(C(F)(F)F)C(F)(F)F)C=C1